2-methyl-2-[5-methyl-1-[(2R)-2-(oxacyclohex-4-yloxy)-2-[2-(trifluoromethyl)phenyl]ethyl]-6-(1,3-oxazol-2-yl)-2,4-dioxo-1H,2H,3H,4H-thieno[2,3-d]pyrimidin-3-yl]propionic acid CC(C(=O)O)(C)N1C(N(C2=C(C1=O)C(=C(S2)C=2OC=CN2)C)C[C@@H](C2=C(C=CC=C2)C(F)(F)F)OC2CCOCC2)=O